[Si](C)(C)(C(C)(C)C)OCC=1C=C(C=NC1)N 5-(((tert-butyldimethylsilyl)oxy)methyl)pyridin-3-amine